1-(5-(5-chloro-2-methoxypyridin-4-yl)-1H-pyrazole-3-carbonyl)-N-((3,4-dihydro-2H-pyran-2-yl)methyl)piperidine-4-carboxamide ClC=1C(=CC(=NC1)OC)C1=CC(=NN1)C(=O)N1CCC(CC1)C(=O)NCC1OC=CCC1